6-(2-(3,4-Difluorophenyl)-5,6-dihydro-4H-pyrrolo[1,2-b]pyrazol-3-yl)-1H-indazole FC=1C=C(C=CC1F)C=1C(=C2N(N1)CCC2)C2=CC=C1C=NNC1=C2